CC1=NN=C(S1)NC(=O)C=1C=C(SC1)[C@H]1[C@@H](C1)NC(OC(C)(C)C)=O tert-butyl (trans-2-(4-((5-methyl-1,3,4-thiadiazol-2-yl)carbamoyl)thiophen-2-yl)cyclopropyl)carbamate